4,5-dichloro-meta-xylene diisocyanate [N-]=C=O.[N-]=C=O.ClC1=C(C=C(C=C1Cl)C)C